3-((S)-2-hydroxy-3-((R)-8-(1-methyl-2,3-dihydro-1H-pyrido[2,3-b][1,4]oxazin-7-ylsulfonyl)-1-oxa-8-azaspiro[4.5]dec-3-ylamino)propoxy)-N-((1R,2S)-2-hydroxycyclopentyl)benzenesulfonamide O[C@H](COC=1C=C(C=CC1)S(=O)(=O)N[C@H]1[C@H](CCC1)O)CN[C@H]1COC2(C1)CCN(CC2)S(=O)(=O)C2=CC1=C(OCCN1C)N=C2